C(N)(OCCN(CC=1OC(OC1C)=O)C)=O (2-(methyl ((5-methyl-2-oxo-1,3-dioxol-4-yl) methyl) amino) ethyl) carbamate